C(C=CCCC=CCC)O Non-2,6-dien-1-ol